ClC=1C(=NC(=C(C1Cl)Cl)O)C(=O)O 3,4,5-trichloro-6-hydroxypyridine-2-carboxylic acid